N1(CCNCC1)C=1SC2=C(N1)C=CC=C2 2-(piperazin-1-yl)benzo[d]thiazole